FC(C=1C=2N(N=C(C1)C1=CN=C3C(=N1)SC(=C3)C3=CC[C@@H](CC3)NC(OC(C)(C)C)=O)C=C(N2)C)F |r| rac-tert-butyl (R)-(4-(3-(8-(difluoromethyl)-2-methylimidazo[1,2-b]pyridazin-6-yl)thieno[2,3-b]pyrazin-6-yl)cyclohex-3-en-1-yl)carbamate